5-(3-(amino)-propoxy)-2-nitrobenzyl methacrylate C(C(=C)C)(=O)OCC1=C(C=CC(=C1)OCCCN)[N+](=O)[O-]